ClC1=C(C=CC=C1)C1=CC2=C(N=C(N=C2)NC=2C=C(C=CC2)C(C)(C)O)N2C1=NCC2 2-(3-((6-(2-chlorophenyl)-8,9-dihydroimidazo[1',2':1,6]pyrido[2,3-d]pyrimidin-2-yl)amino)phenyl)propan-2-ol